C(CCCCCCCCCCCCCCC)O.[Na] sodium cetylalcohol